(7-Aza-1H-benzotriazol-1-yl)-N,N,N',N'-tetramethyluronium hexafluorophosphate F[P-](F)(F)(F)(F)F.N1(N=NC2=C1N=CC=C2)OC(=[N+](C)C)N(C)C